ClC=1C=C(C=CC1)C1=CC(=CC=C1)[C@H](CC(=O)OCC)NC(=O)NC=1C(N(C=CC1O)C)=O ethyl (S)-3-(3'-chlorobiphenyl-3-yl)-3-(3-(4-hydroxy-1-methyl-2-oxo-1,2-dihydropyridin-3-yl) ureido)propanoate